1-(2-((3S,3aS,5aR,5bS,8R,9aR,10aR,10bS)-8-hydroxy-3a,8-dimethylhexadecahydrocyclopenta[a]fluoren-3-yl)-2-oxoethyl)-1H-pyrazole-4-carbonitrile O[C@@]1(CC[C@@H]2[C@H]3CC[C@]4([C@H]([C@@H]3C[C@@H]2C1)CC[C@@H]4C(CN4N=CC(=C4)C#N)=O)C)C